1-carboxymethyl-3-vinylimidazole chloride salt [Cl-].C(=O)(O)CN1CN(C=C1)C=C